6-(4-((4-(2-(2,6-dioxopiperidin-3-yl)-6-fluoro-1,3-dioxoisoindolin-5-yl)piperazin-1-yl)methyl)piperidin-1-yl)pyridazine-3-carboxamide O=C1NC(CCC1N1C(C2=CC(=C(C=C2C1=O)N1CCN(CC1)CC1CCN(CC1)C1=CC=C(N=N1)C(=O)N)F)=O)=O